sulfanyl-ethanol Ethyl-2-(4-(6-((4-Chloro-2-fluorobenzyl)oxy)pyridin-2-yl)piperidin-1-yl)propanoate C(C)C(C(=O)OC(C)S)(C)N1CCC(CC1)C1=NC(=CC=C1)OCC1=C(C=C(C=C1)Cl)F